N1=CC=C(C=C1)C1=C(C=O)C=C(C(=C1)C=O)C1=CC=NC=C1 2,5-bis(4-pyridyl)terephthalaldehyde